tert-butyl 3-methyl-6-(1'-methyl-2-oxospiro[indoline-3,4'-piperidin]-5-yl)-3,4-dihydropyridine-1(2H)-carboxylate CC1CN(C(=CC1)C=1C=C2C(=CC1)NC(C21CCN(CC1)C)=O)C(=O)OC(C)(C)C